1-isopropyl-N-(4-(6-isopropyl-5-(8-methoxy-[1,2,4]triazolo[1,5-a]pyridin-6-yl)-4H-pyrrolo[3,2-d]thiazol-2-yl)cyclohexyl)piperidin-4-amine C(C)(C)N1CCC(CC1)NC1CCC(CC1)C=1SC2=C(N1)C(=C(N2)C=2C=C(C=1N(C2)N=CN1)OC)C(C)C